BrC1=C(C=C2C(C=C(N(C2=C1)C1=CC(=CC(=C1)C)OC)C)=O)F 7-bromo-6-fluoro-1-(3-methoxy-5-methylphenyl)-2-methylquinolin-4(1H)-one